ClC1=CC=2C(=NC=C(N2)C#N)C(=N1)N1[C@H](CC1)C (S)-7-chloro-5-(2-methylazetidine-1-yl)pyridino[3,4-b]pyrazin-2-nitrile